BrC1=CC(=NC=C1)C(C)(C)F 4-bromo-2-(1-fluoro-1-methyl-ethyl)pyridine